2-[5-ethylsulfonyl-6-[5-methoxy-3-methyl-4-oxo-6-(trifluoromethyl)imidazo[4,5-c]pyridin-2-yl]-3-pyridyl]-2-methyl-propanenitrile C(C)S(=O)(=O)C=1C=C(C=NC1C1=NC2=C(C(N(C(=C2)C(F)(F)F)OC)=O)N1C)C(C#N)(C)C